C1(CCCCC1)N(C1=NC=CC2=CC=CC=C12)C1=CC=CC=C1 N-cyclohexyl-N-phenylisoquinolin-1-amine